methyl 4-(5-acetamidopyrimidin-2-yl)-5-methylthiophene-2-carboxylate C(C)(=O)NC=1C=NC(=NC1)C=1C=C(SC1C)C(=O)OC